S1SSSCC1 [1,2,3,4]Tetrathiane